2-diazo-2-benzenesulfonyl-acetic acid tert-butyl ester C(C)(C)(C)OC(C(S(=O)(=O)C1=CC=CC=C1)=[N+]=[N-])=O